N1=C(N=CC=C1)C(=O)N azapyridine-2-carboxamide